OC1=CC=C(C=C1)CCCCC(=O)O 5-(4-hydroxyphenyl)pentanoic acid